OCCS(=O)(=O)C1=CC=C(C=C1)NC1=NC=C2C=CN=C(C2=C1)N1CCC(CC1)C#N 1-(7-((4-((2-hydroxyethyl)sulfonyl)phenyl)amino)-2,6-naphthyridin-1-yl)piperidine-4-carbonitrile